2,2,6,6-tetramethyl-4-piperidinol stearate C(CCCCCCCCCCCCCCCCC)(=O)OC1CC(NC(C1)(C)C)(C)C